4-(((S)-1-(tert-butoxycarbonyl)pyrrolidin-2-yl)(hydroxy)methyl)benzo[d][1,3]dioxole-5-carboxylic acid C(C)(C)(C)OC(=O)N1[C@@H](CCC1)C(C1=C(C=CC=2OCOC21)C(=O)O)O